CO[C@H]1[C@H]2CN(C[C@@H](C1)N2)C=2C1=C(N=C(N2)OC[C@H]2N(CCC2)C)CN(CC1)C1=CC(=CC2=CC=CC=C12)O 4-(4-((1R,5R,6R)-6-methoxy-3,8-diazabicyclo[3.2.1]octan-3-yl)-2-(((S)-1-methylpyrrolidin-2-yl)methoxy)-5,8-dihydropyrido[3,4-d]pyrimidin-7(6H)-yl)naphthalen-2-ol